N[C@H]1N=C(C2=C(NC1=O)C=CC=C2)C2=CC=CC=C2 (S)-3-amino-5-phenyl-1,3-dihydro-2H-benzo[e][1,4]diazepin-2-one